1-(4-methoxyphenyl)-N-(1,1,1-trifluoropropan-2-ylidene)methanamine COC1=CC=C(C=C1)CN=C(C(F)(F)F)C